N-[4-[4-[[2-(4-chlorophenyl)-4,4-dimethylcyclohexen-1-yl]methyl]piperazin-1-yl]-2-(1H-pyrrolo[2,3-b]pyridin-5-yloxy)phenyl]sulfonyl-6-methyl-5-nitropyridine-2-carboxamide ClC1=CC=C(C=C1)C1=C(CCC(C1)(C)C)CN1CCN(CC1)C1=CC(=C(C=C1)S(=O)(=O)NC(=O)C1=NC(=C(C=C1)[N+](=O)[O-])C)OC=1C=C2C(=NC1)NC=C2